N-{[4-(quinoline-6-sulfonyl)phenyl]methyl}furo[2,3-c]pyridine-2-carboxamide N1=CC=CC2=CC(=CC=C12)S(=O)(=O)C1=CC=C(C=C1)CNC(=O)C1=CC=2C(=CN=CC2)O1